2-Chloro-5-{[(2,2-dimethylpropanoyl)amino]methyl}-N-[1-(tetrahydro-2H-pyran-2-ylmethyl)-1H-indazol-4-yl]Benzamide ClC1=C(C(=O)NC2=C3C=NN(C3=CC=C2)CC2OCCCC2)C=C(C=C1)CNC(C(C)(C)C)=O